(3S)-1'-{3-iodo-5-methyl-1H-pyrazolo[3,4-b]Pyrazin-6-yl}-1,3-dihydro-spiro[indene-2,4'-piperidine]-3-amine IC1=NNC2=NC(=C(N=C21)C)N2CCC1(CC2)CC2=CC=CC=C2[C@H]1N